N-((S)-1-(5-(((S)-1,1-Dimethyl-2,3-dihydro-1H-inden-2-yl)amino)pyridin-2-yl)-2,2,2-trifluoroethyl)-N,1-dimethyl-6-oxopiperidine-3-carboxamide CC1([C@H](CC2=CC=CC=C12)NC=1C=CC(=NC1)[C@@H](C(F)(F)F)N(C(=O)C1CN(C(CC1)=O)C)C)C